ClC1=C(C=CC=C1)C1N(CCC(C1)(F)F)C=1C=C(C(=NC1)C(=O)N[C@H](C)\C=C\S(=O)(=O)C)F 5-(2-(2-chlorophenyl)-4,4-difluoropiperidin-1-yl)-3-fluoro-N-((R,E)-4-(methylsulfonyl)but-3-en-2-yl)picolinamide